ClC1=NC2=CC=C(C=C2C(N1)=O)C 2-chloro-6-methyl-quinazolin-4(3H)-one